5-[[2,4-dichloro-5-(2-pyridyl)benzoyl]amino]-N-[(2-fluoro-4-pyridyl)methyl]-1-phenyl-pyrazole-3-carboxamide ClC1=C(C(=O)NC2=CC(=NN2C2=CC=CC=C2)C(=O)NCC2=CC(=NC=C2)F)C=C(C(=C1)Cl)C1=NC=CC=C1